FC=1C=CC(=C(C(=O)N(C)C(C)C)C1)N1C=C(C=2C1=CN=CC2)C2C(NCCC2)O 5-fluoro-2-(3-(2-hydroxypiperidin-3-yl)-1H-pyrrolo[2,3-c]pyridin-1-yl)-N-isopropyl-N-methylbenzamide